ClC1=CN(C2=NC=CC(=C21)OC2=C(C=C(NC=1OCC[C@@H](N1)CO)C=C2F)F)COCC[Si](C)(C)C |r| (+/-)-[2-{4-[(3-chloro-1-{[2-(trimethylsilyl)ethoxy]methyl}-1H-pyrrolo[2,3-b]pyridin-4-yl)oxy]-3,5-difluoroanilino}-5,6-dihydro-4H-1,3-oxazin-4-yl]methanol